4-[5-({1-[(2E)-2-(aminomethyl)-3-fluoroprop-2-en-1-yl]-5-oxo-1,5-dihydro-4H-1,2,4-triazol-4-yl}methyl)thiophen-2-yl]-N-methylbenzamide NC/C(/CN1N=CN(C1=O)CC1=CC=C(S1)C1=CC=C(C(=O)NC)C=C1)=C\F